2-((4-((4-(tert-pentyl)phenyl)amino)cyclohexyl)amino)ethan-1-ol C(C)(C)(CC)C1=CC=C(C=C1)NC1CCC(CC1)NCCO